N-(2-(4,4-Difluoropiperidin-1-yl)-6-methylpyrimidin-4-yl)-4-(((S,4S)-4-hydroxytetrahydrofuran-3-yl)sulfonyl)-2-(6-azaspiro[2.5]octan-6-yl)benzamide FC1(CCN(CC1)C1=NC(=CC(=N1)NC(C1=C(C=C(C=C1)S(=O)(=O)[C@H]1COC[C@@H]1O)N1CCC2(CC2)CC1)=O)C)F